4-(6-methylpyrazolo[1,5-a]pyridin-3-yl)-1-oxoisoindoline-2-carboxylate CC=1C=CC=2N(C1)N=CC2C2=C1CN(C(C1=CC=C2)=O)C(=O)[O-]